Iron (hydrogen) oxide O.[Fe]